4-bromo-N-(7-fluoro-2-methyl-indazol-5-yl)-6-methoxy-2-methyl-indazole-7-carboxamide BrC=1C2=CN(N=C2C(=C(C1)OC)C(=O)NC1=CC2=CN(N=C2C(=C1)F)C)C